1,2,3-trimethylimidazole methanesulfonate CS(=O)(=O)O.CN1C(N(C=C1)C)C